CN[C@@H](CC(=O)[O-])C(=O)[O-] N-METHYLASPARTATE